2-(3,5-dimethyl-1-adamantyl)aminoethane-1-sulfonic acid CC12CC3(CC(CC(C1)(C3)C)C2)NCCS(=O)(=O)O